(R)-N-((1S)-1'-(6-amino-5-((2-amino-3-chloropyridin-4-yl)sulfanyl)-3-cyanopyrazin-2-yl)-3'-methoxy-1,3-dihydrospiro[indene-2,4'-piperidine]-1-yl)-2-methylpropane-2-sulfinamide NC1=C(N=C(C(=N1)N1CC(C2(CC1)[C@H](C1=CC=CC=C1C2)N[S@](=O)C(C)(C)C)OC)C#N)SC2=C(C(=NC=C2)N)Cl